C=1N=CN2C1C1=CC=CC=C1[C@H]2[C@H]2[C@@H](C1=CN(N=C1CC2)C)O (4S,5s)-5-((R)-5H-imidazo[5,1-a]isoindol-5-yl)-2-methyl-4,5,6,7-tetrahydro-2H-indazol-4-ol